5-(n-butoxycarbonylphenyl)-7-oxo-bicyclo[2.2.1]Hept-2-ene C(CCC)OC(=O)C1=C(C=CC=C1)C1C2C=CC(C1)C2=O